6-(2-chloro-5,6-dimethylpyrimidin-4-yl)-3-(trifluoromethyl)-5,6,7,8-tetrahydro-1,6-naphthyridine ClC1=NC(=C(C(=N1)N1CC=2C=C(C=NC2CC1)C(F)(F)F)C)C